CN(S(=O)(=O)C1=C(C=C(C=C1)C(F)(F)F)CNC1(CC1)C=1C=NC=CC1C1=C(C=CC=C1)OC1CC1)C(CC[C@]([C@@H]([C@H](CNC(N)=O)O)O)([C@@H](CO)O)O)C 4-{N-methyl-3-[(({1-[4-(2-cyclopropoxyphenyl)pyridin-3-yl]cyclopropyl}amino)methyl)-4-(trifluoromethyl)benzenesulfonamido]butyl}-3-[(2S,3R,4R,5R)-2,3,4,5,6-pentahydroxyhexyl]urea